[C@H]12OC[C@H](N(C1)C1=NC=3N(C=C1)N=CC3C(=O)NC=3C(=NN(C3)C3CCN(CC3)CCCC3CCNCC3)C(F)F)C2 5-((1R,4R)-2-oxa-5-azabicyclo[2.2.1]heptane-5-yl)-N-(3-(difluoromethyl)-1-(1-(3-(piperidin-4-yl)propyl)piperidin-4-yl)-1H-pyrazol-4-yl)pyrazolo[1,5-a]pyrimidine-3-carboxamide